2-naphthyl-2-ethylcarboxyamide C1=C(C=CC2=CC=CC=C12)C(C)[N-]C(=O)O